6-Fluoro-7-[3-({5-[(2-methoxyethyl)(methyl)amino]pyridin-2-yl}carbamoyl)azetidin-1-yl]-4-oxo-1-(1,2,4-thiadiazol-5-yl)-1,4-dihydro-1,8-naphthyridine-3-carboxylic acid FC=1C=C2C(C(=CN(C2=NC1N1CC(C1)C(NC1=NC=C(C=C1)N(C)CCOC)=O)C1=NC=NS1)C(=O)O)=O